isopropyl trans-N-[4-[5-[2-(ethylsulfamoyl)-4-(1H-imidazol-2-yl)phenyl]thiazol-2-yl]cyclohexyl]carbamate C(C)NS(=O)(=O)C1=C(C=CC(=C1)C=1NC=CN1)C1=CN=C(S1)[C@@H]1CC[C@H](CC1)NC(OC(C)C)=O